bistetrazole dipiperazinium salt [NH2+]1CCNCC1.[NH2+]1CCNCC1.N1N=NN=C1.N1N=NN=C1